C(C)C(C1=CC=CC=C1)([Al]CC1=CC=CC=C1)CC diethyldibenzyl-aluminum